1-propyl-2,3,5-trimethylpyrazole C(CC)N1N(C(C=C1C)C)C